4-(3,6-Dihydro-2H-pyran-4-yl)-2,6-difluorobenzaldehyde O1CCC(=CC1)C1=CC(=C(C=O)C(=C1)F)F